(4S)-4-Amino-5-{4-[(2S)-4-carboxy-2-{[(9H-fluoren-9-ylmethoxy)carbonyl]amino}butanamido]phenyl}-2,2-dimethylpentanoic acid N[C@H](CC(C(=O)O)(C)C)CC1=CC=C(C=C1)NC([C@H](CCC(=O)O)NC(=O)OCC1C2=CC=CC=C2C=2C=CC=CC12)=O